C(C1=CC=CC=C1)OCCO[C@@H]1C[C@H](NC1)C(=O)OC methyl (2S,4R)-4-(2-benzyloxyethoxy)pyrrolidine-2-carboxylate